C1NC=CC2=CC=CC=C12 1,2-dihydroisoquinoline